C(C)OC(=O)C=1CCNCC1 ethyl-3,6-dihydro-2H-pyridine-4-carboxylate